[C@H]12N(C[C@H](NC1)CC2)C(=O)OC(C)(C)C tert-butyl (1R,4R)-2,5-diaza-bicyclo[2.2.2]octane-2-carboxylate